Cl.CC1=C(C=C(C(=O)NC=2C=NC=C(C2)C(F)(F)F)C=C1)[C@H]1CNCC1 (S)-4-methyl-3-(pyrrolidin-3-yl)-N-(5-(trifluoromethyl)pyridin-3-yl)benzamide hydrochloride